ClC=1C=C(CNC(=O)NC2=CC=C(C=C2)S(=O)(=O)CC=2C=C3CN(CC3=CC2)C)C=CC1OC 1-(3-chloro-4-methoxybenzyl)-3-(4-(((2-methylisoindolin-5-yl)methyl)sulfonyl)phenyl)urea